6-(methoxymethyl)benzo[b]thiophene-3-carbonitrile COCC=1C=CC2=C(SC=C2C#N)C1